tert-butyl ((3S)-3-((tert-butyldimethylsilyl)oxy)-5-(2-chloro-6-fluoro-4-(trifluoromethyl)phenyl)-5-hydroxypentyl)carbamate [Si](C)(C)(C(C)(C)C)O[C@@H](CCNC(OC(C)(C)C)=O)CC(O)C1=C(C=C(C=C1F)C(F)(F)F)Cl